BrCCCN1N=CC(=C1)C1=CC2=NC(=CC(=C2O1)N1CCOCC1)N1N=C(C=C1)C1=CC=CC=C1 2-(1-(3-bromopropyl)-1H-pyrazol-4-yl)-7-morpholino-5-(3-phenyl-1H-pyrazol-1-yl)furo[3,2-b]pyridine